1-(6-chloro-5-fluoropyridin-3-yl)piperidin-4-ol ClC1=C(C=C(C=N1)N1CCC(CC1)O)F